C(/C)=C\1/[C@H]2C(=CN3CCC4=C([C@H]13)NC1=CC=C(C=C14)O)C(OCC2)=O (13bS,14aS,E)-14-ethylidene-10-hydroxy-1,2,7,8,13,13b,14,14a-octahydro-4H-indolo[2,3-a]pyrano[3,4-g]quinolizin-4-one